BrC=1C=C(C=CC1)C(C(=O)OC(C)(C)C)(CCCC(CO)(C)C)C([2H])([2H])[2H] tert-butyl 2-(3-bromophenyl)-7-hydroxy-6,6-dimethyl-2-(methyl-d3)heptanoate